N=1C=NN2C1C=CC=C2C=2C=CC(=NC2)N[C@@H]2C[C@H](CC2)NC2=NC=C(C=N2)OC(F)F (1S,3s)-N1-(5-([1,2,4]triazolo[1,5-a]pyridin-5-yl)pyridin-2-yl)-N3-(5-(difluoromethoxy)pyrimidin-2-yl)cyclopentane-1,3-diamine